C(C)(C)(C)C1=CC2=C(C3=CC=C(C=C3C=C2C=C1)C(C)(C)C)OC(=O)C1C(CC(=CC1)C)C(=O)O 2,6-bis(tert-butyl)-9-[2-carboxy(4-methyl-4-cyclohexenyl)]carbonyloxyanthracene